2-(4-methoxy-5-(2,2,2-trifluoroethyl)-5H-pyrimido[5,4-b]indol-8-yl)-N,N-dimethylethan-1-amine COC1=NC=NC2=C1N(C=1C=CC(=CC21)CCN(C)C)CC(F)(F)F